3-(9-((4-(aminomethyl)-2,6-dimethylphenyl)carbamoyl)-4,5-dihydrobenzo[b]thieno[2,3-d]oxepin-8-yl)-6-((3-cyanobicyclo[1.1.1]pentan-1-yl)carbamoyl)picolinic acid NCC1=CC(=C(C(=C1)C)NC(=O)C1=CC2=C(OCCC3=C2SC=C3)C=C1C=1C(=NC(=CC1)C(NC13CC(C1)(C3)C#N)=O)C(=O)O)C